4,6-dimethyl-spiro[1,3-dioxane-2,9'-thioxanthene] CC1OC2(C3=CC=CC=C3SC=3C=CC=CC23)OC(C1)C